(R)-4,4-dibromo-1,1'-binaphthyl BrC1(CC=C(C2=CC=CC=C12)C1=CC=CC2=CC=CC=C12)Br